Ethylenglycol n-Butyl ether C(CCC)OCCO